5-methyl-piperidin-3-ylamine hydrochloride Cl.CC1CC(CNC1)N